(R)-6-(6-(1-(2,2-difluoro-1-(4-fluorophenyl)propyl)-1H-pyrazol-4-yl)pyridin-2-yl)-2-(2,5-dimethyl-1H-pyrrol-1-yl)-8-fluoro-[1,2,4]triazolo[1,5-a]pyridine FC([C@@H](C1=CC=C(C=C1)F)N1N=CC(=C1)C1=CC=CC(=N1)C=1C=C(C=2N(C1)N=C(N2)N2C(=CC=C2C)C)F)(C)F